(R)-3-amino-2,3-dihydrothiophene 1,1-dioxide hydrogen bromide Br.N[C@H]1CS(C=C1)(=O)=O